2-ethylhexyl 3-(((S)-8-(difluoromethoxy)-4'-fluoro-6-(trifluoromethyl)-2',3'-dihydro-3H-spiro[imidazo[1,2-a]pyridine-2,1'-inden]-5'-yl)thio)propanoate FC(OC=1C=2N(C=C(C1)C(F)(F)F)C[C@@]1(CCC3=C(C(=CC=C13)SCCC(=O)OCC(CCCC)CC)F)N2)F